N-sec-butyl-4,5-dihydroisoxazole-5-carboxamide C(C)(CC)NC(=O)C1CC=NO1